2-(2'-hydroxy-3'-t-butyl-5'-methylphenyl)-5-chlorobenzotriazole OC1=C(C=C(C=C1C(C)(C)C)C)N1N=C2C(=N1)C=CC(=C2)Cl